N1=CC=C(C=C1)CCSCCSCCSCCC1=CC=NC=C1 1,11-bis(4-pyridinyl)-3,6,9-trithiaundecane